2-(4-(6-(6-(Difluoromethyl)imidazo[1,2-b]pyridazin-3-yl)pyrimidin-4-yl)piperazin-2-yl)acetamide FC(C=1C=CC=2N(N1)C(=CN2)C2=CC(=NC=N2)N2CC(NCC2)CC(=O)N)F